BrC=1C=C(C2=CC=CC=C2C1OC)C=O 3-bromo-4-methoxy-1-naphthaldehyde